Methyl 4-[1-[[4-[2-(2-methoxyphenoxy)ethylamino]tetrahydropyran-4-carbonyl]amino]cyclopropyl]benzoate COC1=C(OCCNC2(CCOCC2)C(=O)NC2(CC2)C2=CC=C(C(=O)OC)C=C2)C=CC=C1